FC1=C(C=C(C=C1)F)N1C(C(=C2N1CCCC2)C(=O)NC2=CC(=C(C=C2)OC=2C1=C(N=CN2)NC=C1C1=CC=CC=C1)F)=O (2,5-difluorophenyl)-N-(3-fluoro-4-((5-phenyl-7H-pyrrolo[2,3-d]pyrimidin-4-yl)oxy)phenyl)-2-oxo-1,2,4,5,6,7-hexahydropyrazolo[1,5-a]pyridine-3-carboxamide